2-(3,5-difluoro-4-nitrophenyl)acetic acid ethyl ester C(C)OC(CC1=CC(=C(C(=C1)F)[N+](=O)[O-])F)=O